5-(3-(3-bromo-4-hydroxyphenyl)-4,4-dimethyl-5-oxo-2-thioxoimidazol-1-yl)-3-(trifluoromethyl)pyridinecarbonitrile BrC=1C=C(C=CC1O)N1C(N(C(C1(C)C)=O)C=1C=C(C(=NC1)C#N)C(F)(F)F)=S